C1CC(=O)N(C1=O)OC(=O)CCSSC2=CC=CC=N2 N-Succinimidyl 3-[2-pyridyldithio]-propionate